N-[(1S)-1-[[2-chloro-5-[3-[(3R)-morpholin-3-yl]phenyl]phenyl]methyl]-2-[4-(3-methylimidazol-4-yl)anilino]-2-oxo-ethyl]-2-methyl-pyrazole-3-carboxamide ClC1=C(C=C(C=C1)C1=CC(=CC=C1)[C@H]1NCCOC1)C[C@@H](C(=O)NC1=CC=C(C=C1)C=1N(C=NC1)C)NC(=O)C=1N(N=CC1)C